C(C)(C)(C)OC(=O)N[C@H](COC=1C(=C(C=C(C1)Cl)C#CCCCC(=O)OC)F)CCC(N)=O methyl 6-[3-[(2S)-2-[(tert-butoxycarbonyl) amino]-4-carbamoylbutoxy]-5-chloro-2-fluorophenyl]hex-5-ynoate